C1(=CC=CC=C1)CN1C(NC(C(C1=O)C1=CC=CC=C1)=O)=O 1-(phenylmethyl)-5-phenyl-2,4,6-pyrimidinetrione